C(C)(C)(C)C=1NC(C2=C(N1)N(N=N2)CC2=NN=NN2C)N2C[C@H](CC2)O (3S)-1-[5-tert-butyl-3-[(1-methyltetrazol-5-yl)methyl]-6,7-dihydrotriazolo[4,5-d]pyrimidin-7-yl]pyrrolidin-3-ol